CC1=NC=C(C=C1)C(C)(C)N1C[C@](CC1)(CCC=1SC=CC1)[C@H]1OCCC1 |o1:12,22| 2-methyl-5-(2-((R or S)-3-((S or R)-tetrahydrofuran-2-yl)-3-(2-(thiophen-2-yl)ethyl)pyrrolidin-1-yl)propan-2-yl)pyridine